C1(CC1)N1N=CC(=C1)C1OC(CN(C1)S(=O)(=O)C1=CC=C(C=C1)C)CO [6-(1-cyclopropylpyrazol-4-yl)-4-(p-tolylsulfonyl)morpholin-2-yl]methanol